O=C([SiH2]CC)CCCNCCCNCCCC 4-oxo-8,12-diaza-3-silahexadecane